C1=CC=CC=2C3=CC=CC=C3C(C12)COC(=O)N1CC2CCC(C1)N2C=2OC=1C(=NC(=CC1)Cl)N2.C2(=CC=C(C=C2)CC(C)=O)C 1-(p-tolyl)propan-2-one 9H-Fluoren-9-ylmethyl-8-(5-chlorooxazolo[4,5-b]pyridin-2-yl)-3,8-diazabicyclo[3.2.1]octane-3-carboxylate